2-(1-(2,6-dioxopiperidin-3-yl)-3,3-dimethyl-2-oxoindoline-4-yl)acetaldehyde O=C1NC(CCC1N1C(C(C2=C(C=CC=C12)CC=O)(C)C)=O)=O